CC(CCCCCCCCCCCCCCCC)=O 1-methylheptadecanal